9-chloro-7-(5-fluoroindol-1-yl)-4-(1H-pyrazol-4-ylmethyl)-3,5-dihydro-2H-1,4-benzoxazepine ClC1=CC(=CC=2CN(CCOC21)CC=2C=NNC2)N2C=CC1=CC(=CC=C21)F